C(C)OC(=O)C1=C(SC(=C1C)C)NC(CC1C(NC(S1)=N)=O)=O 2-(2-(2-imino-4-oxo-thiazolidin-5-yl)-acetylamino)-4,5-dimethyl-thiophene-3-carboxylic acid ethyl ester